(S)-(2-amino-6-(3-fluoro-2-methylphenyl)imidazo[1,2-a]pyridin-3-yl)(2,2-difluorocyclopropyl)methanone NC=1N=C2N(C=C(C=C2)C2=C(C(=CC=C2)F)C)C1C(=O)[C@H]1C(C1)(F)F